2-(2-bromophenyl)acetonitrile BrC1=C(C=CC=C1)CC#N